C(C)(C)(C)OC(=O)N1CCC(CC1)C1=CN(C=2N=CN=C(C21)N)C 4-{4-amino-7-methyl-7H-pyrrolo[2,3-d]pyrimidin-5-yl}piperidine-1-carboxylic acid tert-butyl ester